SC=1SC(=NN1)S 2,5-di-mercapto-1,3,4-thiadiazole